Z-5-decen-1-ol C(CCC\C=C/CCCC)O